1,1,1,3,3,3-Hexafluoropropan-2-yl (S)-1-((tetrahydro-2H-pyran-4-carbonyl)carbamoyl)-6-azaspiro[2.5]octan-6-carboxylat O1CCC(CC1)C(=O)NC(=O)[C@H]1CC12CCN(CC2)C(=O)OC(C(F)(F)F)C(F)(F)F